FC(OC1=CC=C(C=C1)OB(O)O)(F)F (4-(trifluoromethoxy)phenyl)boric acid